O1CCOC2=C1C=CC(=C2)OC2=NC=CC(=C2)I 2-(2,3-dihydro-1,4-benzodioxin-6-yloxy)-4-iodo-pyridine